OC(CNC(OC(C)(C)C)=O)C1=CC=C(C=C1)[N+](=O)[O-] tert-butyl N-[2-hydroxy-2-(4-nitrophenyl)ethyl]carbamate